tert-butyl 2-(5-fluoro-2-(3-nitro-4-(5-azaspiro[2.4]heptan-5-yl)benzamido) phenyl)acetate FC=1C=CC(=C(C1)CC(=O)OC(C)(C)C)NC(C1=CC(=C(C=C1)N1CC2(CC2)CC1)[N+](=O)[O-])=O